N-fluorenylmethoxycarbonyl-N'-t-butoxycarbonyl-L-ornithine C1(=CC=CC=2C3=CC=CC=C3CC12)COC(=O)N[C@@H](CCCNC(=O)OC(C)(C)C)C(=O)O